(6R)-6-{[8-fluoro-2-(4-methoxyphenyl)[1,2,4]triazolo[1,5-c]quinazolin-5-yl]amino}-1,4-diazepin-5-one FC=1C=CC=2C=3N(C(=NC2C1)NC=1C(N=CC=NC1)=O)N=C(N3)C3=CC=C(C=C3)OC